COC=1C=C(CN2C=3C(C=CC2=O)=NN(C3)C3OCCCC3)C=CC1OC 4-(3,4-dimethoxybenzyl)-2-(tetrahydro-2H-pyran-2-yl)-2,4-dihydro-5H-pyrazolo[4,3-b]pyridin-5-one